[N+](=O)([O-])C1=C(C[C@H](N)C(=O)O)C=CC=C1 2-Nitro-L-phenylalanine